6'-chloro-3-amino-2'-methyl-1',2'-dihydro-3'H-spiro[cyclobutane-1,4'-isoquinoline] ClC=1C=C2C3(CN(CC2=CC1)C)CC(C3)N